2,2'-Bis(2-chlorophenyl)-4,4',5,5'-tetraphenylbiimidazole ClC1=C(C=CC=C1)C1(N=C(C(=N1)C1=CC=CC=C1)C1=CC=CC=C1)C1(N=C(C(=N1)C1=CC=CC=C1)C1=CC=CC=C1)C1=C(C=CC=C1)Cl